CC1=C(C=C(C=C1)NC(=O)N1C2CC3CC(CC(C1)C3)C2)C=2OC=C(N2)C N-[4-methyl-3-(4-methyl-2-oxazolyl)phenyl]-4-azatricyclo[4.3.1.13,8]undecane-4-carboxamide